C(C1=CC=CC=C1)OC=1C=C(C=CC1OC)CO (3-Benzyloxy-4-methoxyphenyl)methanol